CC(C(CO)(CO)CO)CC(C)(C)C 3,5,5-trimethyl-2,2-dihydroxymethylhexane-1-ol